FC=1C(=NC=CC1)C1(CCC1)CNC1=NC=C(C=N1)C=1C=C(C(=O)N)C=CC1 3-[2-({[(3-fluoro-2-pyridyl)cyclobutyl]methyl}amino)pyrimidin-5-yl]benzamide